tert-butyl 4-(4-formylpyrazol-1-yl)-2,2-dimethyl-piperidine-1-carboxylate C(=O)C=1C=NN(C1)C1CC(N(CC1)C(=O)OC(C)(C)C)(C)C